ClC1=C(C(=CC=C1Cl)Cl)C=1C2=CC=C(N2)C(=C2C=CC(C(=C3C=CC(=C(C=4C=CC1N4)C4=C(C(=CC=C4Cl)Cl)Cl)N3)C3=C(C(=CC=C3Cl)Cl)Cl)=N2)C2=C(C(=CC=C2Cl)Cl)Cl 5,10,15,20-tetrakis(2,3,6-trichloro-phenyl)-porphyrin